6-(4-((4-(1H-pyrazol-4-yl)phenyl)amino)pyrimidin-2-yl)-N-(3-iodopyridin-4-yl)-1H-indole-2-carboxamide N1N=CC(=C1)C1=CC=C(C=C1)NC1=NC(=NC=C1)C1=CC=C2C=C(NC2=C1)C(=O)NC1=C(C=NC=C1)I